5-(3-(difluoromethyl)imidazo[1,2-b]pyridazin-6-yl)-N-(tetrahydro-2H-pyran-4-yl)-7H-pyrrolo[2,3-d]pyrimidin-2-amine FC(C1=CN=C2N1N=C(C=C2)C2=CNC=1N=C(N=CC12)NC1CCOCC1)F